2-(3,5-dichloro-4-(2-fluoro-4-hydroxy-3-isopropylbenzyl)phenoxy)-N-methoxyacetamide ClC=1C=C(OCC(=O)NOC)C=C(C1CC1=C(C(=C(C=C1)O)C(C)C)F)Cl